O1[C@@H]2CN([C@H](C3=C1C=CC=C3)C2)C(=O)C23CC(C2)(C3)C(F)(F)F [(2S,5S)-2,3-dihydro-2,5-methano-1,4-benzoxazepin-4(5H)-yl][3-(trifluoromethyl)bicyclo[1.1.1]pentan-1-yl]methanone